C(C)[C@H]1OC2=C([C@@H](N(C1)CC1=CC(=CC=3C=CSC31)[C@H](CC(=O)O)C3=C(C1=C(N(N=N1)C)C=C3)C)CC)N=CC=C2 |o1:6| (3S)-3-(7-{[(2R,5S*)-2,5-diethyl-2,3-dihydropyrido[2,3-f][1,4]oxazepin-4(5H)-yl]methyl}-1-benzothien-5-yl)-3-(1,4-dimethyl-1H-benzotriazol-5-yl)propanoic acid